1-[4-[[3-[4-(difluoromethoxy)phenyl]imidazo[1,2-a]pyrazin-8-yl]amino]-2-methylbenzoyl]-N-[2-(methylamino)ethyl]piperidine-4-carboxamide FC(OC1=CC=C(C=C1)C1=CN=C2N1C=CN=C2NC2=CC(=C(C(=O)N1CCC(CC1)C(=O)NCCNC)C=C2)C)F